(2R,4aS,6aS,9S,10R,12bR,14aS,14bR)-10-hydroxy-9-methoxy-2,4a,6a,9,12b,14a-hexamethyl-11-oxo-1,2,3,4,4a,5,6,6a,9,10,11,12b,13,14,14a,14b-hexadecahydropicene-2-carbonitrile O[C@@H]1[C@@](C2=CC=C3[C@]4(CC[C@]5(CC[C@](C[C@H]5[C@@]4(CC[C@]3(C2=CC1=O)C)C)(C#N)C)C)C)(C)OC